ClC1=C(C(=C(C(=C1C)C=O)[O-])CC=C(CCC=C(C)C1CC(C(O1)(C)C)=O)C)O 4-chloro-6-formyl-3-hydroxy-5-methyl-2-[3-methyl-7-(3-oxo-4,4-dimethyl-5-oxacyclopentyl)octa-2,6-dienyl]phenolate